quinoxalin-2(3H)-one hydrochloride Cl.N=1C(CN=C2C=CC=CC12)=O